ClC1=CC(=NC(=C1)N1CCOCC1)C(=O)OC methyl 4-chloro-6-(morpholin-4-yl)pyridine-2-carboxylate